N-(2-aminoethyl)stearamide phosphate P(=O)(O)(O)O.NCCNC(CCCCCCCCCCCCCCCCC)=O